tert-butyl 4-[5-[4-[(3S)-1-(3-fluoropropyl) pyrrolidin-3-yl]oxyphenyl]-2-hydroxy-8,9-dihydro-7H-benzo[7]annulen-6-yl]-3,6-dihydro-2H-pyridine-1-carboxylate FCCCN1C[C@H](CC1)OC1=CC=C(C=C1)C1=C(CCCC2=C1C=CC(=C2)O)C=2CCN(CC2)C(=O)OC(C)(C)C